4-morpholino-2-(((1R,3S)-3-(6-nitro-1-oxoisoindolin-2-yl)cyclohexyl)amino)pyrimidine-5-carbonitrile O1CCN(CC1)C1=NC(=NC=C1C#N)N[C@H]1C[C@H](CCC1)N1C(C2=CC(=CC=C2C1)[N+](=O)[O-])=O